FC(C1=NC=C(C(=O)O)C=C1)(F)F 6-(Trifluoromethyl)nicotinic acid